2-((6-(1,1-difluoroethyl)-2-methylpyridin-3-yl)sulfonyl)-N-(oxetan-3-yl)-2-azaspiro[3.3]heptan-6-amine FC(C)(F)C1=CC=C(C(=N1)C)S(=O)(=O)N1CC2(C1)CC(C2)NC2COC2